trans-4-(1-aminoethyl)-N-(4-pyridinyl)cyclohexanecarboxamide dihydrochloride Cl.Cl.NC(C)[C@@H]1CC[C@H](CC1)C(=O)NC1=CC=NC=C1